(2S)-2,6-bis(3-sulfanyl-propionamido)hexanamide SCCC(=O)N[C@H](C(=O)N)CCCCNC(CCS)=O